(1-Phenyloxycarbonyl-pyrrolidin-3-yl)piperidine-1-carboxylic acid tert-butyl ester C(C)(C)(C)OC(=O)N1C(CCCC1)C1CN(CC1)C(=O)OC1=CC=CC=C1